N=1C=CN2C1C=C(C=C2)OC2=C(C=C(N)C=C2)C 4-[imidazo[1,2-a]pyridin-7-yloxy]-3-methylaniline